S1C(=NC2=C1C=CC=C2)NC(=O)C=2C=CC=C1CCN(CC21)C2=CC=C(C(=N2)C(=O)NCC(=O)OC)C=2C=NN(C2C)CC2=CC=CC=C2 methyl 2-[[6-[8-(1,3-benzothiazol-2-ylcarbamoyl)-3,4-dihydro-1H-isoquinolin-2-yl]-3-(1-benzyl-5-methyl-pyrazol-4-yl)pyridine-2-carbonyl]amino]acetate